CC1=NNC(=C1C1=C2CCN(C2=CC=C1)C(=O)[C@H]1N(CCC1)C#N)C (S)-2-(4-(3,5-dimethyl-1H-pyrazol-4-yl)indoline-1-carbonyl)pyrrolidine-1-carbonitrile